C(C)(C)(C)OC(=O)N1CCC(CC1)C1CCN(CC1)C1=C(C=C(C=C1)NC1C(NC(CC1)=O)=O)C(F)(F)F 1'-(4-((2,6-dioxopiperidin-3-yl)amino)-2-(trifluoromethyl)phenyl)-[4,4'-bipiperidine]-1-carboxylic acid tert-butyl ester